tert-butyl 6-(4-(3-chloro-4-(dimethylcarbamoyl)phenyl)piperidin-1-yl)-2-azaspiro[3.3]heptane-2-carboxylate ClC=1C=C(C=CC1C(N(C)C)=O)C1CCN(CC1)C1CC2(CN(C2)C(=O)OC(C)(C)C)C1